amino-1,1'-biphenyl NC1=C(C=CC=C1)C1=CC=CC=C1